4-Chloro-2-methylenebutyl phenyl sulfone C1(=CC=CC=C1)S(=O)(=O)CC(CCCl)=C